beta-methyl-3-(1-methylethyl)-benzenepropanal CC(CC=O)C1=CC(=CC=C1)C(C)C